(4-(2,4-difluorophenoxy)-3-(4,4,5,5-tetramethyl-1,3,2-dioxaborolan-2-yl)phenyl)methanol FC1=C(OC2=C(C=C(C=C2)CO)B2OC(C(O2)(C)C)(C)C)C=CC(=C1)F